1,3,5-tris(chloromethyl)-2,4,6-triiodobenzene ClCC1=C(C(=C(C(=C1I)CCl)I)CCl)I